phenanthren-3-ylbenzenesulfonate C1=CC(=CC=2C3=CC=CC=C3C=CC12)OS(=O)(=O)C1=CC=CC=C1